C12(CC(C1)C2)C2=CC=C1C=C(C(NC1=C2)=O)C(=O)NC2CS(C=C2)(=O)=O 7-(bicyclo[1.1.1]pentan-1-yl)-N-(1,1-dioxido-2,3-dihydrothiophen-3-yl)-2-oxo-1,2-dihydroquinoline-3-carboxamide